methyl 3-(9-((4-(aminomethyl)-2-isopropoxyphenyl)carbamoyl)-4,5-dihydrobenzo[b]thieno[2,3-d]oxepin-8-yl)-6-(propylcarbamoyl)picolinate NCC1=CC(=C(C=C1)NC(=O)C1=CC2=C(OCCC3=C2SC=C3)C=C1C=1C(=NC(=CC1)C(NCCC)=O)C(=O)OC)OC(C)C